6,8-dithio-uric acid N1C(=O)NC=2NC(=S)NC2C1=S